tri(methyl-cyclopentadiene) yttrium [Y].CC1=CC=CC1.CC1=CC=CC1.CC1=CC=CC1